(S)-5-(2-bromo-5-methylphenoxy)hexan-1-ol BrC1=C(O[C@H](CCCCO)C)C=C(C=C1)C